(S)-(1,4-Diazepan-1-yl)(1-(4-fluorophenyl)-3,4-dihydroisoquinolin-2(1H)-yl)methanone N1(CCNCCC1)C(=O)N1[C@H](C2=CC=CC=C2CC1)C1=CC=C(C=C1)F